(3's,6s)-3,8,10-trifluoro-11H-spiro[chromeno[4,3-b]indole-6,1'-cyclobutan]-3'-ylmethanol FC1=CC=C2C(=C1)OC1(CC(C1)CO)C1=C2NC2=C(C=C(C=C12)F)F